FC1=CC(=C(NCC(CNC(OCC2=CC=CC=C2)=O)O)C=C1F)[N+](=O)[O-] benzyl N-[3-(4,5-difluoro-2-nitro-anilino)-2-hydroxy-propyl]carbamate